bis(indol-3-yl)-4-methoxyphenylmethane N1C=C(C2=CC=CC=C12)C(C1=CC=C(C=C1)OC)C1=CNC2=CC=CC=C12